(R)-8-(1-aminoethyl)-6-chloro-2-(4,4-difluoropiperidin-1-yl)-3-methylpyrido[3,2-d]pyrimidin-4(3H)-one N[C@H](C)C1=CC(=NC2=C1N=C(N(C2=O)C)N2CCC(CC2)(F)F)Cl